benzotriazol-1-yloxy-tris(1-pyrrolidinyl)phosphonium hexafluorophosphate F[P-](F)(F)(F)(F)F.N1(N=NC2=C1C=CC=C2)O[P+](N2CCCC2)(N2CCCC2)N2CCCC2